COC([C@@H](CC=1C=C2C=NNC2=C(C1)C)O)=O (R)-2-hydroxy-3-(7-methyl-1H-indazol-5-yl)propionic acid methyl ester